C(C)(C)[C@H]1C(NC=2C(=NC(=NC2N1C)N[C@@H]1C[C@H](C1)NC(OC(C)(C)C)=O)C)=O tert-Butyl (trans-3-(((7S)-7-isopropyl-4,8-dimethyl-6-oxo-5,6,7,8-tetrahydropteridin-2-yl)amino)cyclobutyl)carbamate